C1(CC1)C1=NNC2=C1C=NC(=C2)CC(=O)N (3-cyclopropyl-1H-pyrazolo[4,3-c]pyridin-6-yl)acetamide